NC1=NC=CC2=C1C(=NN2C2CC2)C2=CC=C(C=1N2C=CN1)NC(=O)NC1=NOC(=C1)C1(CC1)C(F)(F)F 1-(5-(4-amino-1-cyclopropyl-1H-pyrazolo[4,3-c]pyridin-3-yl)imidazo[1,2-a]pyridin-8-yl)-3-(5-(1-(trifluoromethyl)-cyclopropyl)isoxazol-3-yl)urea